1-(4-methoxyphenyl)-3-(4-bromophenyl)propan-1-one COC1=CC=C(C=C1)C(CCC1=CC=C(C=C1)Br)=O